1-O-(2-Ethyl)Butyryl-2-Deoxy-β-D-Glucopyranose CCCCCC(=O)O[C@H]1C[C@@H](O)[C@H](O)[C@H](O1)CO